C12CN(CC2C1)C1=NC=CC(=C1)OC1=CC(=C(C=C1)NC=1C2=C(N=CN1)NC=C2C2CCN(CC2)C(C=C)=O)F 1-(4-(4-((4-((2-(3-azabicyclo[3.1.0]hexan-3-yl)pyridin-4-yl)oxy)-2-fluorophenyl)amino)-7H-pyrrolo[2,3-d]pyrimidin-5-yl)piperidin-1-yl)prop-2-en-1-one